3,5-bis(3-(tert-butyl)-9H-carbazol-9-yl)-3'-(9H-carbazol-9-yl)-[1,1'-biphenyl] C(C)(C)(C)C=1C=CC=2N(C3=CC=CC=C3C2C1)C=1C=C(C=C(C1)N1C2=CC=CC=C2C=2C=C(C=CC12)C(C)(C)C)C1=CC(=CC=C1)N1C2=CC=CC=C2C=2C=CC=CC12